4-(((R)-1-(3-(difluoromethyl)-2-fluorophenyl)ethyl)amino)-2-methyl-6-((R)-3-methyltetrahydrofuran-3-yl)-2,6-dihydropyrido[3,4-d]pyridazine-1,7-dione FC(C=1C(=C(C=CC1)[C@@H](C)NC1=NN(C(C=2C1=CN(C(C2)=O)[C@]2(COCC2)C)=O)C)F)F